5-amino-8-bromo-7-(3-cyanophenyl)imidazo[1,2-c]pyrimidine-2-carboxylic acid ethyl ester C(C)OC(=O)C=1N=C2N(C(=NC(=C2Br)C2=CC(=CC=C2)C#N)N)C1